FC1=C(C=C(C=C1)OC)C=1C(=CC(=CC1)CO)C(=O)OC methyl 2'-fluoro-4-(hydroxymethyl)-5'-methoxy-[1,1'-biphenyl]-2-carboxylate